tert-butyl N-[3-ethylsulfonyl-6-(trifluoromethyl)benzothiophen-2-yl]carbamate C(C)S(=O)(=O)C1=C(SC2=C1C=CC(=C2)C(F)(F)F)NC(OC(C)(C)C)=O